OC(CNCC=1C=C(C(N(C1)CC(F)(F)F)=O)C(=O)NC1=CC(=CC=C1)C(CC1=NN=CN1C)(C)C)(C)C 5-(((2-Hydroxy-2-methylpropyl)amino)methyl)-N-(3-(2-methyl-1-(4-methyl-4H-1,2,4-triazol-3-yl)propan-2-yl)phenyl)-2-oxo-1-(2,2,2-trifluoroethyl)-1,2-dihydropyridine-3-carboxamide